8-((cyclopropylmethyl)(o-tolyl)amino)-5-methyl-6-oxo-5,6-dihydro-1,5-naphthyridine-2-carbonitrile C1(CC1)CN(C1=CC(N(C=2C=CC(=NC12)C#N)C)=O)C1=C(C=CC=C1)C